(E)-methyl 2-[2-(6-chloro-pyrimidin-4-yloxy) phenyl]-3-methoxypropenoate ClC1=CC(=NC=N1)OC1=C(C=CC=C1)/C(/C(=O)OC)=C\OC